C(CC)OC(C(CC)CC)=O 2-ethylbutanoic acid propyl ester